butyl-3-methylimidazolium hydrogen sulfate S(=O)(=O)(O)[O-].C(CCC)C=1NC=C[N+]1C